C(CC\C=C/CCCCC)OC(CCC#N)OCCC\C=C/CCCCC 4,4-bis(((Z)-dec-4-en-1-yl)oxy)butyronitrile